((2r,5s)-2-(2-chlorophenyl)-5-(1H-tetrazol-5-yl)pyrrolidin-1-yl)(2'-methoxy-[1,1'-biphenyl]-4-yl)methanone ClC1=C(C=CC=C1)[C@@H]1N([C@@H](CC1)C1=NN=NN1)C(=O)C1=CC=C(C=C1)C1=C(C=CC=C1)OC